(pyrrolidin-3-yl)-4-azaspiro[2.5]octane-7-carboxamide N1CC(CC1)C1CC12NCCC(C2)C(=O)N